bis(3-mercaptopropyl)-2,2'-bis(3-mercaptobutoxy)-3,3'-dimethoxybiphenyl SCCCC=1C(=C(C(=C(C1)C1=C(C(=CC=C1)OC)OCCC(C)S)OCCC(C)S)OC)CCCS